OCCOC1=NC(=CC(=C1)C=1C=C(C=CC1C)C1=C(C(=O)N)C=CN=C1C(F)(F)F)N1CCOCC1 (3-(2-(2-hydroxyethoxy)-6-morpholinopyridin-4-yl)-4-methylphenyl)-2-(trifluoromethyl)isonicotinamide